S(Cl)Cl.[Pt+2] platinum (II) dichlorosulfoxylate